1-trimethylsilyl-2-triethoxysilyl-ethane C[Si](CC[Si](OCC)(OCC)OCC)(C)C